OC1=C(C=C(C(=O)OC)C=C1)C(F)(F)F methyl 4-hydroxy-3-(trifluoromethyl)benzoate